NC1=NN(C=C1C=1C=C2CCNC(C2=CC1)=O)C=1C=C(C=CC1)NC(=O)C1CC1 N-(3-(3-amino-4-(1-oxo-1,2,3,4-tetrahydroisoquinolin-6-yl)-1H-pyrazol-1-yl)phenyl)cyclopropanecarboxamide